tert-butanal C(C=O)(C)C